isopropyl 2-((5-acrylamido-4-((2-(diethyl-amino)ethyl)(methyl)amino)-2-methoxyphenyl)amino)-4-(5-bromo-3,3-dimethyl-2,3-dihydro-1H-pyrrolo[3,2-b]pyridin-1-yl)pyrimidine-5-carboxylate C(C=C)(=O)NC=1C(=CC(=C(C1)NC1=NC=C(C(=N1)N1CC(C2=NC(=CC=C21)Br)(C)C)C(=O)OC(C)C)OC)N(C)CCN(CC)CC